2,7-dibromoacridone BrC1=CC=2C(C3=CC(=CC=C3NC2C=C1)Br)=O